C(C)NC(=O)NCC1=C(C=CC=C1)SC=1C=CC=2N(C1)C(=NN2)C(C)C 1-ethyl-3-(2-{[3-(1-methylethyl)[1,2,4]triazolo[4,3-a]pyridin-6-yl]thio}benzyl)urea